N-(3-Methoxy-5-((tetrahydro-2H-pyran-4-yl)oxy)phenyl)-6-(trifluoromethyl)quinolin-4-amine COC=1C=C(C=C(C1)OC1CCOCC1)NC1=CC=NC2=CC=C(C=C12)C(F)(F)F